NC(C(=O)[O-])C(C)=O 2-amino-3-ketobutyrate